CC1=C(C(=CC=C1)C)C1=CC(=NC(=N1)NS(=O)(=O)C=1C=NN(C1)C)OC1=C(C=C(C(=O)NC)C=C1)C 4-[6-(2,6-Dimethylphenyl)-2-[(1-methylpyrazol-4-yl)sulfonylamino]pyrimidin-4-yl]oxy-N,3-dimethyl-benzamide